C(C)(C)(C)OC(=O)N1C[C@@H](CC1)N1C[C@@H]2N(CC1)CCC2.OCCN(C2=CC(=C(C=O)C=C2)OCCCCO)CCO 4-[bis(2-hydroxyethyl)amino]-2-(4-hydroxybutoxy)benzaldehyde tert-Butyl-(R)-3-((R)-hexahydropyrrolo[1,2-a]pyrazin-2(1H)-yl)pyrrolidine-1-carboxylate